1-(5-bromo-1-methyl-1H-pyrrol-2-yl)ethan-1-one (1-(tert-butyl)-5-(2-(4-(2-carbonyloxazolidin-3-yl)phenyl)acetamido)-1H-Pyrazol-3-yl)cyclopentyl(1-methylcyclopropyl)carbamate C(C)(C)(C)N1N=C(C=C1NC(CC1=CC=C(C=C1)N1C(OCC1)=C=O)=O)OC(N(C1(CC1)C)C1CCCC1)=O.BrC1=CC=C(N1C)C(C)=O